ClC=1C=C(C=NC1)C1=NC(=C2N=CNC2=N1)NCC1=NC(=CC=C1)C 2-(5-chloropyridin-3-yl)-6-((6-methylpyridin-2-yl)methylamino)-9H-purine